2-(4-isopropyl-5-(8-methyl-[1,2,4]triazolo[1,5-a]pyridin-6-yl)-1H-pyrazol-3-yl)-5-(1-isopropylpiperidin-4-yl)-4,5,6,7-tetrahydrothiazolo[5,4-c]pyridine C(C)(C)C=1C(=NNC1C=1C=C(C=2N(C1)N=CN2)C)C=2SC=1CN(CCC1N2)C2CCN(CC2)C(C)C